3-(2-chloro-4'-(2-oxo-1-(2,2,2-trifluoroethyl)-1,2-dihydropyridin-3-yl)-[1,1'-biphenyl]-3-yl)piperidine-2,6-dione ClC1=C(C=CC=C1C1C(NC(CC1)=O)=O)C1=CC=C(C=C1)C=1C(N(C=CC1)CC(F)(F)F)=O